(R)-N-(7-(4-amino-1-(piperidin-3-yl)-1H-pyrazolo[3,4-d]pyrimidin-3-yl)benzo[d][1,3]dioxol-4-yl)-1H-pyrrole-2-carboxamide NC1=C2C(=NC=N1)N(N=C2C2=CC=C(C1=C2OCO1)NC(=O)C=1NC=CC1)[C@H]1CNCCC1